BrC=1C(=C2C(=NC1)NC[C@]21C[C@H](CC1)N1N=C(C=C1C)C#N)Cl |r| 1-((1RS,3SR)-5'-bromo-4'-chloro-1',2'-dihydrospiro[cyclopentane-1,3'-pyrrolo[2,3-b]pyridin]-3-yl)-5-methyl-1H-pyrazole-3-carbonitrile